(2s,3s,4r,5r)-5-(2-(5-chloropyridin-3-yl)-6-((5-methylpyridin-2-yl)methylamino)-9H-purin-9-yl)-3,4-dihydroxy-N-(methyl-d3)-tetrahydrofuran-2-carboxamide ClC=1C=C(C=NC1)C1=NC(=C2N=CN(C2=N1)[C@H]1[C@@H]([C@@H]([C@H](O1)C(=O)NC([2H])([2H])[2H])O)O)NCC1=NC=C(C=C1)C